N-(1'-(2-(3-(dimethylamino)pyrrolidin-1-yl)-6-methylpyrimidin-4-yl)-1',2'-dihydrospiro[cyclopropane-1,3'-pyrrolo[3,2-c]pyridin]-6'-yl)acetamide CN(C1CN(CC1)C1=NC(=CC(=N1)N1CC2(C=3C=NC(=CC31)NC(C)=O)CC2)C)C